(E)-1-(3,5-bis(trifluoromethyl)benzyl)-3-(2-carboxy-2-cyanovinyl)-1H-indole-4-carboxylic acid FC(C=1C=C(CN2C=C(C=3C(=CC=CC23)C(=O)O)\C=C(/C#N)\C(=O)O)C=C(C1)C(F)(F)F)(F)F